COCCCCC#CC=1C=CC(=NC1)OCCCO 3-((5-(6-methoxyhex-1-yn-1-yl)pyridin-2-yl)oxy)propan-1-ol